IC=1C=C(C(=NC1)C(F)(F)F)C#N 5-iodo-2-(trifluoromethyl)pyridine-3-carbonitrile